2-(4-bromo-phenyl)-4-phenyl-quinazoline BrC1=CC=C(C=C1)C1=NC2=CC=CC=C2C(=N1)C1=CC=CC=C1